(S)-N-(1-amino-3-hydroxy-1-oxopropan-2-yl)-5-((2-cyclopropoxypyridin-3-yl)methoxy)-2-methylbenzofuran-3-carboxamide NC([C@H](CO)NC(=O)C1=C(OC2=C1C=C(C=C2)OCC=2C(=NC=CC2)OC2CC2)C)=O